(R)-7-bromo-N4-(1-methoxypropan-2-yl)quinazoline-2,4-diamine BrC1=CC=C2C(=NC(=NC2=C1)N)N[C@@H](COC)C